C(C(C)C)(=O)N1CCN(CC1)C1=CC(=CC=2N1C=NC2)S(=O)(=O)NCC2=CC=C(C=C2)OC 5-(4-isobutyrylpiperazin-1-yl)-N-(4-methoxybenzyl)imidazo[1,5-a]pyridine-7-sulfonamide